tert-Butyl (E)-3-(4-((6-methoxy-2-(4-methoxyphenyl)benzo[b]selenophen-3-yl)thio)phenyl)acrylate COC=1C=CC2=C([Se]C(=C2SC2=CC=C(C=C2)/C=C/C(=O)OC(C)(C)C)C2=CC=C(C=C2)OC)C1